CN1N=C(C=C1)COC1=CC=CC(=N1)C1CCN(CC1)CC=1N(C2=C(N1)C=CC(=C2)C(=O)OC)C[C@H]2OCC2 methyl 2-[[4-[6-[(1-methylpyrazol-3-yl) methoxy]-2-pyridyl]-1-piperidyl]methyl]-3-[[(2S)-oxetan-2-yl]methyl]benzimidazole-5-carboxylate